FC=1C=C(C(=O)O)C=CC1OC1=CC=C(C=C1)O 3-fluoro-4-(4-hydroxyphenoxy)benzoic acid